benzyl N-[3-(2-bromo-3,4-difluoro-6-nitro-anilino)-2-hydroxy-propyl]carbamate BrC1=C(NCC(CNC(OCC2=CC=CC=C2)=O)O)C(=CC(=C1F)F)[N+](=O)[O-]